6-((4-((2-Isopropyl-4-phenylthiazol-5-yl)oxy)pyridin-2-yl)amino)-N-methylnicotinamide C(C)(C)C=1SC(=C(N1)C1=CC=CC=C1)OC1=CC(=NC=C1)NC1=NC=C(C(=O)NC)C=C1